3-methylbut-3-en-1-al CC(CC=O)=C